3-((1-methyl aziridin-2-yl)methyl)-1H-indol-4-yl acetate C(C)(=O)OC1=C2C(=CNC2=CC=C1)CC1N(C1)C